4-(2-chloro-3-o-fluorophenyl-benzyloxy)benzylamine hydrochloride Cl.ClC1=C(COC2=CC=C(CN)C=C2)C=CC=C1C1=C(C=CC=C1)F